4-(4-fluorophenyl)-6-isopropyl-2-(N-methyl-N-methylsulfonylamino)-5-methylpyrimidine FC1=CC=C(C=C1)C1=NC(=NC(=C1C)C(C)C)N(S(=O)(=O)C)C